C(CCCCC)C1CC=C(CC1)CCC=O 3-(4-n-hexylcyclohex-1-en-1-yl)propanal